COC1=C2C=C(NC2=CC=C1)C(=O)N1[C@@H]([C@H](CC1)C1=CC=CC=C1)C(=O)N[C@H](C(=O)OC)C[C@H]1C(NCC1)=O (S)-methyl 2-((2S,3R)-1-(4-methoxy-1H-indole-2-carbonyl)-3-phenylpyrrolidine-2-carboxamido)-3-((S)-2-oxopyrrolidin-3-yl)propanoate